3-(1-Oxo-5-(((S)-1-((7-((S)-tetrahydrofuran-3-yl)isoquinolin-3-yl)methyl)pyrrolidin-3-yl)oxy)isoindolin-2-yl)piperidine-2,6-dione O=C1N(CC2=CC(=CC=C12)O[C@@H]1CN(CC1)CC=1N=CC2=CC(=CC=C2C1)[C@H]1COCC1)C1C(NC(CC1)=O)=O